C(C)(C)(C)OC(=O)N1C[C@H](N(CC1)C=1SC2=C(N1)C(=CC(=C2)C(=O)OC)Cl)C (R)-Methyl 2-(4-(tert-butoxycarbonyl)-2-methylpiperazin-1-yl)-4-chlorobenzo[d]thiazole-6-carboxylate